N-[3-(6-methyl-7-oxo-1H-pyrrolo[2,3-c]pyridin-4-yl)-4-[3-[6-(4-piperidylmethyl)-2,6-diazaspiro[3.3]heptan-2-yl]phenoxy]phenyl]ethanesulfonamide CN1C(C2=C(C(=C1)C=1C=C(C=CC1OC1=CC(=CC=C1)N1CC3(C1)CN(C3)CC3CCNCC3)NS(=O)(=O)CC)C=CN2)=O